tert-butyl 3-methyl-3-phenoxypyrrolidine-1-carboxylate CC1(CN(CC1)C(=O)OC(C)(C)C)OC1=CC=CC=C1